1-(2-hydroxypropyl)-piperazine OC(CN1CCNCC1)C